tert-Butyl (4-(4-amino-7-(1H-pyrazol-3-yl)pyrrolo[2,1-F][1,2,4]triazin-5-yl)-2-methoxyphenyl)carbamate NC1=NC=NN2C1=C(C=C2C2=NNC=C2)C2=CC(=C(C=C2)NC(OC(C)(C)C)=O)OC